(2r,5s)-5-(benzyloxyamino)-piperidine-2-carboxylic acid ethyl ester oxalate C(C(=O)O)(=O)O.C(C)OC(=O)[C@@H]1NC[C@H](CC1)NOCC1=CC=CC=C1